C(C)C1=NSC(=N1)C=1C=CC(=C(C1)NCC(=O)N1CCC2=C(C=CC=C12)OC(C(=O)O)(F)F)C 2-((1-((5-(3-ethyl-1,2,4-thiadiazol-5-yl)-2-methylphenyl)glycyl)indolin-4-yl)oxy)-2,2-difluoroacetic acid